C(C)OC(C(CBr)=O)=O.FC1=C(C=C(C(=C1OC)F)F)C=1SC=C(N1)C(=O)OCC Ethyl 2-(2,4,5-trifluoro-3-methoxyphenyl)thiazole-4-carboxylate Ethyl-3-bromo-2-oxopropanoate